ClC=1C=C2C(=CNC2=CC1)C1=CC=NN1C 5-chloro-3-(1-methyl-1H-pyrazol-5-yl)-indole